7-[3-(Cyclohexylcarbamoyl)azetidin-1-yl]-4-oxo-1-(1,3-thiazol-2-yl)-1,4-dihydro-1,8-naphthyridine-3-carboxylic acid C1(CCCCC1)NC(=O)C1CN(C1)C1=CC=C2C(C(=CN(C2=N1)C=1SC=CN1)C(=O)O)=O